C(C1=CC=CC=C1)(=O)[O-].C(C1=CC=CC=C1)(=O)[O-].[Na+].[Na+] disodium dibenzoate